aluminum-tin [Sn].[Al]